1,2-dilauryl-sn-glycero-3-phosphoserine C(CCCCCCCCCCC)OC[C@@H](OCCCCCCCCCCCC)COP(=O)(O)OC[C@H](N)C(=O)O